BrC1=CC2=C(C(NN=C2CC(=O)OC(C)(C)C)=O)N=C1 tert-butyl (3-bromo-8-oxo-7,8-dihydropyrido[2,3-d]pyridazin-5-yl)acetate